(1S,5R)-N-methyl-N-[6-(7-pyrazol-1-yl-1H-indazol-4-yl)-1,2,4-triazin-3-yl]-3-oxa-9-azabicyclo[3.3.1]nonan-7-amine CN(C1C[C@@H]2COC[C@H](C1)N2)C=2N=NC(=CN2)C2=C1C=NNC1=C(C=C2)N2N=CC=C2